(1R,2S,5R)-1-amino-2-(((S)-2-amino-3-carboxypropanamido)methyl)-5-(2-boronoethyl)cyclohexane-1-carboxylic acid N[C@]1([C@@H](CC[C@H](C1)CCB(O)O)CNC([C@H](CC(=O)O)N)=O)C(=O)O